Tert-Butyl N-({4-[1-Cyclopropyl-4-(Trifluoromethyl)Imidazol-2-Yl]-3-Methoxyphenyl}Methyl)Carbamate C1(CC1)N1C(=NC(=C1)C(F)(F)F)C1=C(C=C(C=C1)CNC(OC(C)(C)C)=O)OC